C(#N)CC=1C=C(C(=C(C#N)C1)C(C)(C)O)C1=CC2=C(NC(=N2)C)C=C1 5-cyanomethyl-2-(2-hydroxypropan-2-yl)-3-(2-methyl-1H-benzimidazol-5-yl)benzonitrile